α,α'-bis(t-butylperoxy)-1,3-diisopropyl-benzene C(C)(C)(C)OOC(C)(C)C1=CC(=CC=C1)C(C)(C)OOC(C)(C)C